bis(1-methyl-3-(1-ethylcyclopentyl)cyclopentadienyl)zirconium dichloride [Cl-].[Cl-].CC1(C=C(C=C1)C1(CCCC1)CC)[Zr+2]C1(C=C(C=C1)C1(CCCC1)CC)C